tert-butyl 2-(3-(1-(2,6-bis(benzyloxy)pyridin-3-yl)-3-methyl-2-oxo-2,3-dihydro-1H-benzo[d]imidazol-5-yl)pyrrolidin-1-yl)acetate C(C1=CC=CC=C1)OC1=NC(=CC=C1N1C(N(C2=C1C=CC(=C2)C2CN(CC2)CC(=O)OC(C)(C)C)C)=O)OCC2=CC=CC=C2